N-(6-amino-5-ethylpyridin-3-yl)-2-((2R,5S)-5-methyl-2-(2-(1-methylpiperidin-3-yl)benzo[d]thiazol-5-yl)piperidin-1-yl)-2-oxoacetamide NC1=C(C=C(C=N1)NC(C(=O)N1[C@H](CC[C@@H](C1)C)C=1C=CC2=C(N=C(S2)C2CN(CCC2)C)C1)=O)CC